trans-4-Amino-1-[6-(3-cyano-2-hydroxyphenyl)-3-(3,5-difluorophenyl)chinolin-4-yl]piperidin-3-carboxamid N[C@H]1[C@@H](CN(CC1)C1=C(C=NC2=CC=C(C=C12)C1=C(C(=CC=C1)C#N)O)C1=CC(=CC(=C1)F)F)C(=O)N